FC(C(=O)NN)(C(F)(F)F)OC 2,3,3,3-tetrafluoro-2-methoxy-propionohydrazide